2-(2-(cyclopropanesulfonylamino)pyrimidin-4-yl)-N-(3-fluoro-5-(6-methoxypyrazin-2-yl)pyridin-2-yl)butyramide C1(CC1)S(=O)(=O)NC1=NC=CC(=N1)C(C(=O)NC1=NC=C(C=C1F)C1=NC(=CN=C1)OC)CC